tert-Butyl 3-(4-(methylthio)-7-(thiazol-2-yl)benzo[d]oxazol-2-yl)-3,6-diazabicyclo[3.1.1]heptane-6-carboxylate CSC1=CC=C(C2=C1N=C(O2)N2CC1N(C(C2)C1)C(=O)OC(C)(C)C)C=1SC=CN1